(disecondarybutylamino)silane C(C)(CC)N(C(C)CC)[SiH3]